NC1=CC=C(C(=O)OCC(O)CO)C=C1 glyceryl para-aminobenzoate